Cl.C(C(=C)C)(=O)OC methyl methacrylate hydrochloride